COC1=C(C=C(CN2N=C3N([C@H](CCC3)C(=O)O)C2=O)C=C1)C(F)(F)F |r| (5RS)-2-[4-Methoxy-3-(trifluoromethyl)benzyl]-3-oxo-2,3,5,6,7,8-hexahydro[1,2,4]triazolo[4,3-a]pyridine-5-carboxylic acid